ClC=1C=C(C=CC1OC)NC(NC1=C(C=C(C=C1)C1=NN=C2N1C1=CC(=C(C=C1N=C2)OC)C(=O)N)F)=O 1-(4-(3-(3-chloro-4-methoxyphenyl)ureido)-3-fluorophenyl)-7-methoxy-[1,2,4]triazolo[4,3-a]quinoxaline-8-carboxamide